N-(carboxymethyl)maleamic acid C(=O)(O)CNC(\C=C/C(=O)O)=O